6-(6-methoxy-1H-benzo[d]imidazol-2-yl)-2-methyl-7-((1-(pyrimidin-2-yl)propyl)amino)-2H-pyrazolo[4,3-b]pyridin-5(4H)-one COC=1C=CC2=C(NC(=N2)C2=C(C=3C(NC2=O)=CN(N3)C)NC(CC)C3=NC=CC=N3)C1